tert-butyl ((R)-1-((S)-2-hydroxy-1-(3-(4-methyloxazol-5-yl)phenyl)ethyl)-4-isobutyl-5-oxo-4-phenylimidazolidin-2-ylidene)carbamate OC[C@H](C1=CC(=CC=C1)C1=C(N=CO1)C)N1C(N[C@@](C1=O)(C1=CC=CC=C1)CC(C)C)=NC(OC(C)(C)C)=O